5-isopropyl-3,8-dimethyl-azulene-1-yl-(4-chlorophenyl)sulfane C(C)(C)C1=CC2=C(C=C(C2=C(C=C1)C)SC1=CC=C(C=C1)Cl)C